ClC=1C=C(C=CC1)N1N=CC(=N1)C(=O)NCC1CN(CC1)C#N 2-(3-chlorophenyl)-N-((1-cyanopyrrolidin-3-yl)methyl)-2H-1,2,3-triazole-4-carboxamide